(2-chloro-5-fluorophenyl)methanol ClC1=C(C=C(C=C1)F)CO